C(C)(C)(C)OC(=O)N([C@@H]1COC2(C1)CCN(CC2)C(=O)OCC2=CC=CC=C2)C[C@@H](COC2=CC(=CC=C2)S(=O)(=O)C2(CC2)CO)O (S)-Benzyl 3-((tert-Butoxycarbonyl)((S)-2-hydroxy-3-(3-((1-(hydroxymethyl)cyclopropyl)sulfonyl)phenoxy)propyl)amino)-1-oxa-8-azaspiro[4.5]decane-8-carboxylate